2-{1-[(4-methoxyphenyl)methyl]-6-oxo-4-(trifluoromethyl)pyridin-3-yl}acetaldehyde COC1=CC=C(C=C1)CN1C=C(C(=CC1=O)C(F)(F)F)CC=O